1H-carbazole-5,6,7,8-d4 C1C=CC=C2C3=C(C(=C(C(=C3N=C12)[2H])[2H])[2H])[2H]